C1OC2=CC=C(C=C2O1)O 4,5-methylenedioxyphenol